COC=1C=C(C=CC1)S(=O)(=O)NC1=C(C=CC=C1)C#CC1=CC(=C(C(=O)O)C=C1)C 4-{2-[2-(3-methoxybenzenesulfonamido)phenyl]-ethynyl}-2-methylbenzoic acid